C(C)(C)NC1=CC(=NC=C1C=1N=NN(C1)C1CCNCC1)C1=CC=C2N1N=CC(=C2)C#N 7-(4-(isopropylamino)-5-(1-(piperidin-4-yl)-1H-1,2,3-triazol-4-yl)pyridin-2-yl)pyrrolo[1,2-b]pyridazine-3-carbonitrile